C(C)NCCCCCCCCCCCCCCCCCC ethyl-N-octadecylamine